4-(3-methyl-4-hydroxyphenyl)quinazoline Tert-butyl-(R)-3-((S)-1-(tert-butoxy)-1-oxo-3-(5-vinylthiazol-2-yl)propan-2-yl)pyrrolidine-1-carboxylate C(C)(C)(C)OC(=O)N1C[C@H](CC1)[C@@H](C(=O)OC(C)(C)C)CC=1SC(=CN1)C=C.CC=1C=C(C=CC1O)C1=NC=NC2=CC=CC=C12